The molecule is lipid IVA glycosylated with three 3-deoxy-D-manno-octulosonic acid (KDO) residues. It is a conjugate acid of an alpha-Kdo-(2->8)-alpha-Kdo-(2->4)-alpha-Kdo-(2->6)-lipid IVA(7-). CCCCCCCCCCC[C@H](CC(=O)N[C@@H]1[C@H]([C@@H]([C@H](O[C@@H]1OP(=O)(O)O)CO[C@H]2[C@@H]([C@H]([C@@H]([C@H](O2)CO[C@@]3(C[C@H]([C@H]([C@H](O3)[C@@H](CO)O)O)O[C@@]4(C[C@H]([C@H]([C@H](O4)[C@@H](CO[C@@]5(C[C@H]([C@H]([C@H](O5)[C@@H](CO)O)O)O)C(=O)O)O)O)O)C(=O)O)C(=O)O)OP(=O)(O)O)OC(=O)C[C@@H](CCCCCCCCCCC)O)NC(=O)C[C@@H](CCCCCCCCCCC)O)O)OC(=O)C[C@@H](CCCCCCCCCCC)O)O